2,5-dihydro-2,5-dioxo-1H-pyrrole-1-propanamide O=C1N(C(C=C1)=O)CCC(=O)N